tert-butyl 3-((4-((3-chloro-4-(pyridin-2-ylmethoxy)phenyl)amino)-6-nitroquinazolin-7-yl) ethynyl)-3-methylpiperidine-1-carboxylate ClC=1C=C(C=CC1OCC1=NC=CC=C1)NC1=NC=NC2=CC(=C(C=C12)[N+](=O)[O-])C#CC1(CN(CCC1)C(=O)OC(C)(C)C)C